CC1=NC(=CC=C1OC1=CC(=NC=C1)C(=O)N[C@@H]1C(N(C2=C(OC1)C=CC(=C2)C#CC2(COC2)O)C)=O)C (S)-4-((2,6-dimethylpyridin-3-yl)oxy)-N-(7-((3-hydroxyoxetan-3-yl)ethynyl)-5-methyl-4-oxo-2,3,4,5-tetrahydrobenzo[b][1,4]oxazepin-3-yl)picolinamide